C(C1=CC=CC=C1)OC1=NC(=CC=C1C1=NN(C2=C(C=CC=C12)N(C1CCC2(CN(C2)C(=O)OC(C)(C)C)CC1)C)C)OCC1=CC=CC=C1 tert-butyl 7-((3-(2,6-bis(benzyloxy) pyridin-3-yl)-1-methyl-1H-indazol-7-yl) (methyl) amino)-2-azaspiro[3.5]nonane-2-carboxylate